4-methyl-2-(4-(4,4,5,5-tetramethyl-1,3,2-dioxaborolan-2-yl)phenoxy)pyrimidine CC1=NC(=NC=C1)OC1=CC=C(C=C1)B1OC(C(O1)(C)C)(C)C